ClC1=C(C(=O)O)C=CC(=C1NC(=O)C1=NC=CC=C1)OC(F)(F)F 2-chloro-3-(pyridine-2-carbonylamino)(trifluoromethoxy)benzoic acid